IC=1N(C2=CC=CC(=C2C1)NC1CCC(CC1)=O)CC(F)(F)F 4-[[2-iodo-1-(2,2,2-trifluoroethyl)indol-4-yl]amino]cyclohexanone